1,3-bis(6-isocyanatohexyl)-1,3-diazetidine-2,4-dione N(=C=O)CCCCCCN1C(N(C1=O)CCCCCCN=C=O)=O